C(C)OC=1C=C(C=O)C=CC1OC(C)(CC=C)C 3-ethoxy-4-((2-methylpent-4-en-2-yl)oxy)benzaldehyde